N[C@H](C)C=1C=C(C=C2C(N(C(=NC12)C1=CC=CC=C1)C)=O)C (R)-8-(1-aminoethyl)-3,6-dimethyl-2-phenylquinazolin-4(3H)-one